4-amino-N-((R)-cyclopropyl(6-(trifluoromethyl)-3-pyridazinyl)methyl)-N-ethyl-1,3-dihydrofuro[3,4-c]quinoline-8-carboxamide NC1=NC=2C=CC(=CC2C2=C1COC2)C(=O)N(CC)[C@@H](C=2N=NC(=CC2)C(F)(F)F)C2CC2